2-[3-[(4-methyl-1,2,4-triazol-3-yl)methyl]-3-(3-nitrophenyl)cyclobutyl]acetonitrile CN1C(=NN=C1)CC1(CC(C1)CC#N)C1=CC(=CC=C1)[N+](=O)[O-]